tert-butyl 1-(((4-carbamimidoylthiophen-2-yl)methyl)carbamoyl)-7-azabicyclo-[2.2.1]heptane-7-carboxylate C(N)(=N)C=1C=C(SC1)CNC(=O)C12CCC(CC1)N2C(=O)OC(C)(C)C